tetrakis(triphenyl-phosphine) palladium(0) [Pd].C1(=CC=CC=C1)P(C1=CC=CC=C1)C1=CC=CC=C1.C1(=CC=CC=C1)P(C1=CC=CC=C1)C1=CC=CC=C1.C1(=CC=CC=C1)P(C1=CC=CC=C1)C1=CC=CC=C1.C1(=CC=CC=C1)P(C1=CC=CC=C1)C1=CC=CC=C1